FC(CCC(=O)N1CC2(CC2)C[C@H]1C(=O)N[C@@H](C[C@H]1C(NCC1)=O)C(COC(F)(F)F)=O)(C)C (S)-5-(4-fluoro-4-methylpentanoyl)-N-((S)-3-oxo-1-((S)-2-oxopyrrolidin-3-yl)-4-(trifluoromethoxy)butan-2-yl)-5-azaspiro[2.4]heptane-6-carboxamide